3-(3-trifluoromethylphenyl)-2-benzyloxirane-2-carboxylic acid ethyl ester C(C)OC(=O)C1(OC1C1=CC(=CC=C1)C(F)(F)F)CC1=CC=CC=C1